[C@@H]1([C@H](O)[C@@H](O)[C@@H](O)[C@H](O1)CO)O[C@@H]([C@@H](C(CO)=O)O)[C@H](O)CO 4-O-β-D-galactosyl-D-fructose